O=C1NC(CCC1C1=NN(C2=CC(=CC=C12)N1CCC(CC1)CN1CCN(CC1)C(=O)OC(C)(C)C)C)=O tert-butyl 4-((1-(3-(2,6-dioxopiperidin-3-yl)-1-methyl-1H-indazol-6-yl)piperidin-4-yl)methyl)piperazine-1-carboxylate